The molecule is a carbohydrate acid derivative anion resulting from the removal of a proton from the carboxy and sulfate groups of 2-acetamido-2-deoxy-3-O-(4-deoxy-alpha-L-threo-hex-4-enopyranosyluronic acid)-4-O-sulfo-beta-D-galactopyranose arising from deprotonation of carboxylic acid and sulfate functions. CC(=O)N[C@@H]1[C@H]([C@H]([C@H](O[C@H]1O)CO)OS(=O)(=O)[O-])O[C@H]2[C@@H]([C@H](C=C(O2)C(=O)[O-])O)O